[Cl-].FC(C1=NC=C(C=N1)OC1=CC=C(C=C1)C1CC[NH2+]CC1)(F)F 4-(4-((2-(trifluoromethyl)pyrimidin-5-yl)oxy)phenyl)piperidin-1-ium chloride